di(propylsulfonylthiocarbonyl) disulfide C(CC)S(=O)(=O)C(=S)SSC(=S)S(=O)(=O)CCC